C1(CC1)N1C(=CC=2N=NC(=CC21)C2=C(C=CC=C2)O)[C@H]2CN(CC2)C2=NC=CC(=N2)C2=NOC(=C2)C(C(=O)OC)C(C)C methyl 2-(3-{2-[(3R)-3-[5-cyclopropyl-3-(2-hydroxyphenyl) pyrrolo[3,2-c]pyridazin-6-yl] pyrrolidin-1-yl] pyrimidin-4-yl}-1,2-oxazol-5-yl)-3-methylbutanoate